6-chloro-1H-indene ClC1=CC=C2C=CCC2=C1